ethyl 3-((tert-butoxycarbonyl) amino)-2,2-difluoro-4-hydroxybutyrate C(C)(C)(C)OC(=O)NC(C(C(=O)OCC)(F)F)CO